C1(=CC=CC2=CC=CC=C12)[C@@H](C)N1CCC(CC1)N(S(=O)(=O)C)CC(=O)NCC(NCC=O)=O (R)-2-(N-(1-(1-(naphthalen-1-yl)ethyl)piperidin-4-yl)methylsulfonamido)-N-(2-oxo-2-((2-oxoethyl)amino)ethyl)acetamide